5-((tert-butylsulfinyl)imino)-3-methoxy-5,7-dihydrospiro[cyclopenta[b]pyridine-6,4'-piperidine]-1'-carboxylic acid tert-butyl ester C(C)(C)(C)OC(=O)N1CCC2(CC1)C(C=1C(=NC=C(C1)OC)C2)=NS(=O)C(C)(C)C